COC=1SC(=C(C1O)O)O methyltetrahydroxythiophene